FC(C)(S(=O)(=O)C=1C(=NN(C1)C)C(F)(F)F)C1CCN(CC1)C(=O)OC(C)(C)C tert-Butyl 4-(1-fluoro-1-((1-methyl-3-(trifluoromethyl)-1H-pyrazol-4-yl)sulfonyl)ethyl)piperidine-1-carboxylate